CC1CCC2=C(CN1)C1=C(O2)C=CC=C1 3-methyl-2,3,4,5-tetrahydro-1H-benzofuro[3,2-c]azepine